(1aR,5aR)-2-(2,4-Difluoro-phenyl)-1a,2,5,5a-tetrahydro-1H-2,3-diaza-cyclopropa[a]pentalene-4-carboxylic acid [1-(3-fluoro-phenyl)-cyclobutyl]-amide FC=1C=C(C=CC1)C1(CCC1)NC(=O)C=1C=2C[C@@H]3[C@H](C2N(N1)C1=C(C=C(C=C1)F)F)C3